C1(CC1)C1=NN(C=N1)C1CC2(CN(C2)C(=O)N2CC3(C2)CN(C3)CC3=NSC(=C3)C(F)(F)F)C1 [6-(3-cyclopropyl-1,2,4-triazol-1-yl)-2-azaspiro[3.3]heptan-2-yl]-[6-[[5-(trifluoromethyl)isothiazol-3-yl]methyl]-2,6-diazaspiro[3.3]heptan-2-yl]methanone